6-bromo-3-(diethoxymethyl)-8-fluoroquinoline BrC=1C=C2C=C(C=NC2=C(C1)F)C(OCC)OCC